C(#N)C1=C(C(=NC(=C1)CC1=CC(=CC=C1)OC(F)(F)F)C(CCC(=O)O)=O)O 4-[4-Cyano-3-hydroxy-6-(3-trifluoromethoxy-benzyl)-pyridin-2-yl]-4-oxo-butyric acid